N1=C(C=NC=C1)C=1C(=NC=CC1)N1CCN(CC1)[C@H]1CC2(CN(C2)C=2OC=CN2)CC1 2-[(6R)-6-[4-(3-pyrazin-2-yl-2-pyridyl)-piperazin-1-yl]-2-azaspiro[3.4]octan-2-yl]oxazole